C1(CC1)COC1=CC=C(C=N1)C=1C(=CC(=C(C1)NC(=O)C1=CNC(C=C1C(F)(F)F)=O)N1C[C@@H](N([C@@H](C1)C)C)C)F N-[5-[6-(cyclopropylmethoxy)pyridin-3-yl]-4-fluoro-2-[(3S,5R)-3,4,5-trimethylpiperazin-1-yl]phenyl]-6-oxo-4-(trifluoromethyl)-1H-pyridine-3-carboxamide